5-[(3R,5S)-3,5-dimethylpiperazin-1-yl]-N-{8-methoxy-2-methylimidazo[1,2-a]pyrazin-6-yl}-2-(2-methoxyethoxy)quinazoline-8-carboxamide C[C@@H]1CN(C[C@@H](N1)C)C1=C2C=NC(=NC2=C(C=C1)C(=O)NC=1N=C(C=2N(C1)C=C(N2)C)OC)OCCOC